tetradecahydro-2H-indeno[5,4-f]quinolin N1CCCC2C3C(CC=C12)C1CCCC1CC3